isopropyl-N-ethylglycinamide C(C)(C)NCC(=O)NCC